C(CCCCCCCCCCC)C=1C(=C(C=CC1)P([S-])([S-])[O-])CCCCCCCCCCCC dilaurylphenyldithiophosphit